1-[(S)-1-(1-methanesulfonyl-1-methyl-ethyl)-5-(R)-methyl-5,6,8a,9-tetrahydro-8H-7,10-dioxa-2,4,4b-triazaphenanthren-3-yl]-1H-pyrazole-4-carboxylic acid amide CS(=O)(=O)C(C)(C)C1=NC(=NC=2N3[C@@H](COC[C@H]3COC12)C)N1N=CC(=C1)C(=O)N